tert-butoxycarbonyl-4-piperidinecarboxaldehyde C(C)(C)(C)OC(=O)N1CCC(CC1)C=O